FC(C1=C(CN2CCC(CC2)[C@H]2N(C3=C(OC2)C=CC(=C3)[C@H]([C@@H](C(=O)[O-])C)C3CC3)C)C=C(C=C1)C(F)(F)F)(F)F.[Na+] |o1:11| Sodium (2S,3S)-3-((R or S)-3-(1-(2,5-bis(trifluoromethyl)benzyl)piperidin-4-yl)-4-methyl-3,4-di-hydro-2H-benzo[b][1,4]oxazin-6-yl)-3-cyclopropyl-2-methylpropanoate